1-(1,3-Bis(palmitoyloxy)propan-2-yl) 10-(1-(isopropylamino)-3-(4-(2-methoxyethyl)phenoxy)propan-2-yl) decanedioate C(CCCCCCCCC(=O)OC(CNC(C)C)COC1=CC=C(C=C1)CCOC)(=O)OC(COC(CCCCCCCCCCCCCCC)=O)COC(CCCCCCCCCCCCCCC)=O